2-chloro-4-methoxypyrimidine-5-carboxamide ClC1=NC=C(C(=N1)OC)C(=O)N